3-(5-((2-chloro-4-fluorophenyl)sulfonyl)-4,5,6,7-tetrahydrothieno[3,2-c]pyridin-2-yl)-5-(trifluoromethyl)-1,2,4-oxadiazole ClC1=C(C=CC(=C1)F)S(=O)(=O)N1CC2=C(CC1)SC(=C2)C2=NOC(=N2)C(F)(F)F